[Si](C1=CC=CC=C1)(C1=CC=CC=C1)(C(C)(C)C)OC1CN(CCC1C1=CN=C2C(=N1)N=C(C=C2)C2=C(C=C(C=C2C)C)O)C(=O)OC(C)(C)C tert-butyl 3-[tert-butyl(diphenyl)silyl]oxy-4-[6-(2-hydroxy-4,6-dimethyl-phenyl)pyrido[2,3-b]pyrazin-3-yl]piperidine-1-carboxylate